5-[5-[(1R)-1-(3,5-dichloro-4-pyridyl)ethoxy]-1H-indazol-3-yl]-2-methoxy-pyridin-3-amine ClC=1C=NC=C(C1[C@@H](C)OC=1C=C2C(=NNC2=CC1)C=1C=C(C(=NC1)OC)N)Cl